O1N=C(N=C1)CN1CCCCC1 1-((1,2,4-oxadiazol-3-yl)methyl)piperidin